4-methyl-3-[2-(2-pyridyl)ethylsulfamoyl]benzoic acid CC1=C(C=C(C(=O)O)C=C1)S(NCCC1=NC=CC=C1)(=O)=O